N-(4-Chloro-3-cyano-1H-indol-7-yl)-1-(2,2-difluoroethyl)pyrazol-4-sulfonamid ClC1=C2C(=CNC2=C(C=C1)NS(=O)(=O)C=1C=NN(C1)CC(F)F)C#N